L-glutamine t-butyl ester C(C)(C)(C)OC([C@@H](N)CCC(N)=O)=O